C(C)(C)(C)OC(=O)N1CC[C@H](CCC1)NCC(C1=CC=CC=C1)C=1C=C(C(=CC1)Cl)C1=C(C=CC=C1F)C#N.ClC1=CC(=NC=C1)C=NS(=O)C(C)(C)C N-((4-chloropyridin-2-yl)methylene)-2-methylpropane-2-sulfinamide tert-butyl-(4S)-4-((2-(6-chloro-2'-cyano-6'-fluoro-[1,1'-biphenyl]-3-yl)-2-phenylethyl)amino)azepane-1-carboxylate